C(C)(=O)OC1=C(C=CC(=C1)CC)N (2-amino-5-ethyl-phenyl) acetate